1-methyl-4-vinylpyridinium bromide [Br-].C[N+]1=CC=C(C=C1)C=C